O=CCC1CCNCC1 4-(2-oxoethyl)piperidin